(R)-5-((5-(4-fluoro-2-methoxy-6-(pyrrolidin-2-ylmethoxy)phenyl)-1H-pyrazol-3-yl)amino)pyrazine-2-carbonitrile FC1=CC(=C(C(=C1)OC[C@@H]1NCCC1)C1=CC(=NN1)NC=1N=CC(=NC1)C#N)OC